FC1=C(C=CC=C1)CC(=O)NC1=CC(=CC=C1)SC1=CC=C2C(=NNC2=C1)C1=CC=C(C=C1)C 2-(2-fluorophenyl)-N-(3-((3-(p-tolyl)-1H-indazol-6-yl)thio)phenyl)acetamide